CC1(N=C(SC1)C=1C(=CC(=NC1)NC(C)=O)NC1=NC(=CC(=C1)C1CCOCC1)S(=O)(=O)C)C N-(5-(4,4-dimethyl-4,5-dihydrothiazol-2-yl)-4-((6-(methylsulfonyl)-4-(tetrahydro-2H-pyran-4-yl)pyridin-2-yl)amino)pyridin-2-yl)acetamide